rel-(S)-N-Methyl-1-(5-phenylisochroman-1-yl)methanamine hydrochloride salt Cl.CNC[C@H]1OCCC2=C(C=CC=C12)C1=CC=CC=C1 |o1:4|